O[C@H]1[C@@H](O[C@@H]([C@H]1O)CO)N1C(N(C(C=C1)=O)CC#C)=O 1-((2R,3R,4S,5R)-3,4-dihydroxy-5-(hydroxymethyl)tetrahydrofuran-2-yl)-3-(prop-2-yn-1-yl)pyrimidine-2,4(1H,3H)-dione